6-bromo-N-(2-chloro-3-fluorophenyl)-1H-pyrrolo[2,3-b]pyridine-3-sulfonamide BrC1=CC=C2C(=N1)NC=C2S(=O)(=O)NC2=C(C(=CC=C2)F)Cl